2-(tetrahydrofuran-3-yl)acethydrazide 2-chloroethyl-L-glutamate ClCCN[C@@H](CCC(=O)O)C(=O)O.O1CC(CC1)CC(=O)NN